ClC1=C(C#N)C(=CC=N1)NC1=CC2=C(N(C(N2CCS(=O)(=O)C)=O)C)C=C1 2-chloro-4-((1-methyl-3-(2-(methylsulfonyl)ethyl)-2-oxo-2,3-dihydro-1H-benzo[d]imidazol-5-yl)amino)nicotinonitrile